N(=[N+]=[N-])CCCCCC(=O)NC1=CC=CC=C1 6-Azido-N-phenylhexanamide